3-((4-fluorobenzyl)thio)-5-(4-fluorophenyl)-4-(4-iodophenyl)-4H-1,2,4-triazole FC1=CC=C(CSC2=NN=C(N2C2=CC=C(C=C2)I)C2=CC=C(C=C2)F)C=C1